COC(=O)C=1N=C(SC1C(C)CC)NC(C)=O 2-acetamido-5-(sec-butyl)thiazole-4-carboxylic acid methyl ester